methyl (2S)-2-(tert-butoxycarbonylamino)-6-[[4-[[3-[4-(difluoromethoxy)phenyl]imidazo[1,2-a]pyrazin-8-yl]amino]-2-methyl-benzoyl]amino]hexanoate C(C)(C)(C)OC(=O)N[C@H](C(=O)OC)CCCCNC(C1=C(C=C(C=C1)NC=1C=2N(C=CN1)C(=CN2)C2=CC=C(C=C2)OC(F)F)C)=O